CC1=C(C=CC=C1OCCCN1CCC(CC1)O)C1=C(C(=CC=C1)C=1SC(=CN1)CN1CCN(CC1)C)C 1-(3-((2,2'-dimethyl-3'-(5-((4-methylpiperazin-1-yl)methyl)thiazol-2-yl)-[1,1'-biphenyl]-3-yl)oxy)propyl)piperidin-4-ol